C(C1=CC=CC=C1)OC(=O)NN hydrazinecarboxylic benzyl ester